C(C)(C)(C)OC(=O)N1C2CN(CC1CC2)C2=CC(=CC=C2)OCC2=C(C=C(C=C2)C#N)F tert-butyl-3-(3-((4-cyano-2-fluorobenzyl)oxy)phenyl)-3,8-diazabicyclo[3.2.1]octane-8-carboxylate